N=1C=CN2C1C=CC=C2N2C(NC(C1=CC=C(C=C21)OC(F)(F)F)=O)=O 1-(Imidazo[1,2-a]pyridin-5-yl)-7-(trifluoromethoxy)quinazoline-2,4(1H,3H)-dione